(R)-3-([1,1'-biphenyl]-4-yl)-3-amino-1-triphenylmethylindol-2-one C1(=CC=C(C=C1)[C@@]1(C(N(C2=CC=CC=C12)C(C1=CC=CC=C1)(C1=CC=CC=C1)C1=CC=CC=C1)=O)N)C1=CC=CC=C1